tert-butyl (3S)-3-(2-aminoethoxy)pyrrolidine-1-carboxylate NCCO[C@@H]1CN(CC1)C(=O)OC(C)(C)C